COC(=O)N1[C@H](CCC2=C3C(=CC=C12)N(C(=N3)C[C@@H]3COCCC3)C3CCCCC3)C (1R,3R)-3-((S)-6-(Methoxycarbonyl)-7-methyl-2-(((R)-tetrahydro-2H-pyran-3-yl)methyl)-6,7,8,9-tetrahydro-3H-imidazo[4,5-f]chinolin-3-yl)cyclohexan